9'H-9,2':7',9''-tercarbazole C1=CC=CC=2C3=CC=CC=C3N(C12)C1=CC=2NC3=CC(=CC=C3C2C=C1)N1C2=CC=CC=C2C=2C=CC=CC12